1-(3-chloro-2-fluorobenzyl)-4-((4-cyano-3-fluoro-6-((5-methyl-1H-pyrazol-3-yl)amino)pyridin-2-yl)methyl)piperidine-4-carboxylic acid ClC=1C(=C(CN2CCC(CC2)(C(=O)O)CC2=NC(=CC(=C2F)C#N)NC2=NNC(=C2)C)C=CC1)F